NC(C(=O)O)CC1=CNC2=CC(=CC(=C12)C)F 2-amino-3-(6-fluoro-4-methyl-1H-indol-3-yl)propanoic acid